3-Bromo-4-(tert-butoxy)pyridine BrC=1C=NC=CC1OC(C)(C)C